Imidazole-5-methanol N1C=NC=C1CO